CC=1C(=NC2=C(N=C(C(=C2C1)OCC1=CC=CC=C1)C(=O)O)N)C1=CC(=CC=C1)Cl.OC1=C2C(C=C(OC2=CC(=C1OC)OC)C1=CC(=C(C=C1)OC)OC)=O 5-hydroxy-3',4',6,7-tetramethoxyl-flavone Methyl-8-amino-5-(benzyloxy)-2-(3-chlorophenyl)-1,7-naphthyridine-6-carboxylate